(2S,5R)-6-(sulfooxy)-7-oxo-1,6-diazabicyclo[3.2.1]octane-2-carboxamide trioctylammonium salt C(CCCCCCC)[NH+](CCCCCCCC)CCCCCCCC.S(=O)(=O)([O-])ON1[C@@H]2CC[C@H](N(C1=O)C2)C(=O)[NH-].C(CCCCCCC)[NH+](CCCCCCCC)CCCCCCCC